C(#C)C=1SC=C(N1)NC(CCC1=CC=C(C=C1)C1=C2C=NN(C2=CC=C1)C)=O N-(2-ethynyl-thiazol-4-yl)-3-(4-(1-methyl-1H-indazol-4-yl)phenyl)propanamide